BrC=1C(=C(C=CC1)N=C(CC(=O)O)C1=CC=CC=C1)F 3-((3-bromo-2-fluorophenyl)imino)-3-phenylpropionic acid